C(C)(=O)NC=1C=C(C=CC1)C1=CC=C2C(=N1)N(C(=N2)C=2C(=NC=CC2)N)C2=CC=C(CN1CCN(CC1)C(=O)OC(C)(C)C)C=C2 Tert-butyl 4-(4-(5-(3-acetamidophenyl)-2-(2-aminopyridin-3-yl)-3H-imidazo[4,5-b]pyridin-3-yl)benzyl)piperazine-1-carboxylate